N1(CCOCC1)C(=O)[O-] morpholine-formate